4-(4-((4'-chloro-4,4-dimethyl-3,4,5,6-tetrahydro-[1,1'-Biphenyl]-2-yl)methyl)piperazin-1-yl)benzamide ClC1=CC=C(C=C1)C1=C(CC(CC1)(C)C)CN1CCN(CC1)C1=CC=C(C(=O)N)C=C1